1,1'-(Tetrahydro-6a-Hydroxy-2,3a,5-Trimethylfuro[2,3-D]-1,3-Dioxole-2,5-Diyl)Bis-Ethanone OC12C(OC(O1)(C)C(C)=O)(OC(C2)(C)C(C)=O)C